C1NCC12CC(C2)C(=O)C2=CC=CC(=N2)NC(C2=C(C=C(C=C2)F)F)=O N-(6-(2-azaspiro[3.3]heptane-6-carbonyl)pyridin-2-yl)-2,4-difluorobenzamide